BrC=1C=NC(=NC1)N[C@H](C(=O)O)CCN(CCCCC1=NC=2NCCCC2C=C1)C1CC(C1)(F)F (S)-2-((5-bromopyrimidin-2-yl)amino)-4-((3,3-difluorocyclobutyl)(4-(5,6,7,8-tetrahydro-1,8-naphthyridin-2-yl)butyl)amino)butanoic acid